(S)-6-(2-methoxypyrimidin-5-yl)-5-methyl-2-((3-methyl-4-(4-methylpiperazin-1-yl)phenyl)amino)-8-(1-propylpiperidin-3-yl)pyrido[2,3-d]pyrimidin-7(8H)-one COC1=NC=C(C=N1)C1=C(C2=C(N=C(N=C2)NC2=CC(=C(C=C2)N2CCN(CC2)C)C)N(C1=O)[C@@H]1CN(CCC1)CCC)C